N-[4-[(E)-3-(4-Hydroxyphenyl)-3-oxoprop-1-enyl]phenyl]acetamide OC1=CC=C(C=C1)C(/C=C/C1=CC=C(C=C1)NC(C)=O)=O